C(C)N(C(=O)C1=C(OC2=C(N=CN=N2)N2C[C@@H](CC2)CN2CCC3(CC2)CCC(CC3)NC(=O)C=3C=NNC3)C=CC(=C1)F)C(C)C (S)-N-(3-((1-(6-(2-(ethyl(isopropyl)carbamoyl)-4-fluorophenoxy)-1,2,4-triazin-5-yl)pyrrolidin-3-yl)methyl)-3-azaspiro[5.5]undec-9-yl)-1H-pyrazole-4-carboxamide